tert-butyl (4-(((3-pentanamidoquinolin-4-yl)amino)methyl)benzyl)carbamate C(CCCC)(=O)NC=1C=NC2=CC=CC=C2C1NCC1=CC=C(CNC(OC(C)(C)C)=O)C=C1